FC1=CC=C2CCN(C2=C1)C(=O)N1CCC(CC1)(C(=O)OC)CC(=O)OC methyl 1-(6-fluoroindoline-1-carbonyl)-4-(2-methoxy-2-oxo-ethyl)piperidine-4-carboxylate